N-Boccysteine methyl ester COC([C@@H](NC(=O)OC(C)(C)C)CS)=O